tert-butyl 2,2-dimethyl-aziridine-1-carboxylate CC1(N(C1)C(=O)OC(C)(C)C)C